ClC=1C=C(C=CC1)[C@H](C(=O)N1CC2=C(N=C(NC2=O)C2(CC2)C2=CC=CC3=CC=CC=C23)CC1)O (R)-6-(2-(3-chlorophenyl)-2-hydroxyacetyl)-2-(1-(naphthalen-1-yl)cyclopropyl)-5,6,7,8-tetrahydropyrido[4,3-d]pyrimidin-4(3H)-one